3-((S)-2-methyl-l-4-(2,2,2-trifluoroethyl)piperazine-1-yl)cyclobutane-1-carboxamide C[C@@H]1N(CCN(C1)CC(F)(F)F)C1CC(C1)C(=O)N